3-Hydroxy-5-(3-o-bromophenylisoxazol-5-yl)picolinoyl-glycine OC=1C(=NC=C(C1)C1=CC(=NO1)C1=C(C=CC=C1)Br)C(=O)NCC(=O)O